(6-chloro-2-phenylpyrimidin-4-yl)-[1,1'-biphenyl] ClC1=CC(=NC(=N1)C1=CC=CC=C1)C1=C(C=CC=C1)C1=CC=CC=C1